C(C=C)(=O)NC(C(C)C)S(=O)(=O)[O-] Acrylamido-2-methylpropylsulfonate